tert-Butyl 2-(2-(2-(2-bromoethoxy)ethoxy)ethoxy)ethylcarbamate BrCCOCCOCCOCCNC(OC(C)(C)C)=O